ClC=1C(=CC(=NC1)NC(C)C)C=1C=C2N(CC3(CN(C2=O)CC2=C(C(=CC=C2)F)CO)COC3)C1 8'-(5-chloro-2-(isopropylamino)pyridin-4-yl)-2'-(3-fluoro-2-(hydroxymethyl)benzyl)-2',3'-dihydro-1'h,5'h-spiro[oxetan-3,4'-pyrrolo[1,2-a][1,4]diazepin]-1'-one